4-ethyl-benzoic acid (1-methyl-3-phenyl-propylidene)hydrazide CC(CCC1=CC=CC=C1)=NNC(C1=CC=C(C=C1)CC)=O